ethyl (6R,9S)-4-(2,4-difluorophenyl)-6,7,8,9-tetrahydro-5H-6,9-epoxycyclohepta[b]pyridine-2-carboxylate FC1=C(C=CC(=C1)F)C1=C2C(=NC(=C1)C(=O)OCC)[C@@H]1CC[C@H](C2)O1